CN1C(=NC(=C1)C)SC(C)C1=CC(=NC=C1)NC(=O)C1=NC2=CC=CC=C2C=C1 N-(4-(1-((1,4-dimethyl-1H-imidazol-2-yl)thio)ethyl)pyridin-2-yl)quinoline-2-carboxamide